C(C)(C)N1C=NC=2N(C(NC(C12)=O)=O)C 7-isopropyl-3-methyl-1H-purine-2,6(3h,7h)-dione